C[SiH](O[SiH3])C dimethyl-siloxysilane